BrC=1C=C(C(=NC1OC(C)C1=CC=CC=C1)C)N=CN(C)CC N'-[5-bromo-2-methyl-6-(1-phenylethoxy)-3-pyridinyl]-N-ethyl-N-methylformamidine